C(CCCCCCC\C=C/CCCCCCCC)P(OCCCCCCCC\C=C/CCCCCCCC)([O-])=O.[Nd+3].C(CCCCCCC\C=C/CCCCCCCC)OP([O-])(=O)CCCCCCCC\C=C/CCCCCCCC.C(CCCCCCC\C=C/CCCCCCCC)OP([O-])(=O)CCCCCCCC\C=C/CCCCCCCC neodymium oleyl (oleyl phosphonate)